8-methoxymethyl-2-trifluoromethyl-2H-benzopyran-3-carboxylic acid COCC1=CC=CC=2C=C(C(OC21)C(F)(F)F)C(=O)O